CC=1SC(=C(N1)C)S(=O)(=O)Cl 2,4-dimethylthiazol-5-sulfonyl chloride